trans-4-(((trans-4-(3-Cyano-4-methoxy-phenyl)cyclohexyl)-methyl)(4-(1-iso-propyl-1H-pyrazol-4-yl)pyridin-2-yl)carbamoyl)cyclohexyl azetidine-1-carboxylate N1(CCC1)C(=O)O[C@@H]1CC[C@H](CC1)C(N(C1=NC=CC(=C1)C=1C=NN(C1)C(C)C)C[C@@H]1CC[C@H](CC1)C1=CC(=C(C=C1)OC)C#N)=O